C(=O)C1=C(C=CC=C1)[C@H]1N(CCOC1)C(=O)OC(C)(C)C tert-Butyl (R)-3-(2-formylphenyl)morpholine-4-carboxylate